BrC1=C(C(=C(C(=O)N2[C@H](CN(CC2)C(=O)OC(C)(C)C)CO)C=C1)F)Cl Tert-butyl (3R)-4-(4-bromo-3-chloro-2-fluorobenzoyl)-3-(hydroxymethyl)piperazine-1-carboxylate